3-(4-(2H-tetrazol-5-yl)piperidin-1-yl)-5-butyl-2-(4-methoxyphenyl)pyrazine N=1NN=NC1C1CCN(CC1)C=1C(=NC=C(N1)CCCC)C1=CC=C(C=C1)OC